Gallium Antimonite [Sb]([O-])([O-])[O-].[Ga+3]